BrC1=NC(=CC(=C1F)N)Br 2,6-dibromo-3-fluoropyridin-4-amine